C12CN(CC(N1)C2)C=2OC1=C(N2)C(=CC=C1C=1SC=CN1)C(C(F)(F)F)OCC1(CC1)OC 2-(3,6-diazabicyclo[3.1.1]heptan-3-yl)-7-(thiazol-2-yl)-4-(2,2,2-trifluoro-1-((1-methoxycyclopropyl)methoxy)ethyl)benzo[d]oxazole